diisopropyl S-benzyl thiophosphate P(=O)(OC(C)C)(OC(C)C)SCC1=CC=CC=C1